N-[4-([4-[3-(2-Aminoethoxy)phenyl]piperazin-1-yl]sulfonyl)phenyl]-2-(N-methylmethane-sulfonamido)benzamide NCCOC=1C=C(C=CC1)N1CCN(CC1)S(=O)(=O)C1=CC=C(C=C1)NC(C1=C(C=CC=C1)N(S(=O)(=O)C)C)=O